(R)-METHYL 5-AMINO-4-((6-CHLORO-1-(DIMETHOXYMETHYL)-1,2,3,4-TETRAHYDRONAPHTHALEN-1-YL)METHOXY)-2-FLUOROBENZOATE NC=1C(=CC(=C(C(=O)OC)C1)F)OC[C@]1(CCCC2=CC(=CC=C12)Cl)C(OC)OC